COC1=NC(=CC=C1NC(=O)C=1C(=NOC1C)C1=CC=CC=C1)C1=CC=C(C=C1)CN1CCOCC1 N-[2-methoxy-6-[4-(morpholinomethyl)phenyl]-3-pyridyl]-5-methyl-3-phenyl-isoxazole-4-carboxamide